N[C@H]1[C@@H]([C@H](CCC1)N1N=NC=C1C1=CC(=CC=C1)F)O (1S,2R,6S)-2-amino-6-(5-(3-fluorophenyl)-1H-1,2,3-triazol-1-yl)cyclohexanol